[Cl-].NC1=C[N+](=NO1)CC1=CC=C(C=C1)Br 5-amino-3-(4-bromobenzyl)-1,2,3-oxadiazole-3-ium chloride